FC(C1=CC=C(C=C1)NC=1C(=NC=CC1)C#N)(F)F 3-((4-(trifluoromethyl)phenyl)amino)picolinonitrile